[Zn].C(C)(=O)N=C1CC(C(=O)NC=2C=C3C(OC(C3=CC2)CCCC)=O)=CC=C1 3-Acetylimino-N-(1-butyl-3-oxo-1,3-dihydroisobenzofuran-5-yl)benzamide zinc